C(C)(C)[P](C=1SC=CC1)=O racemic-isopropyl-(2-thienyl)phosphorus oxide